(R)-6-chloro-3-((1-(3,6-dimethyl-4-oxo-2-(4-(pyrimidin-2-yl)piperidin-1-yl)-3,4-dihydroquinazolin-8-yl)ethyl)amino)-N-(methylsulfonyl)picolinamide ClC1=CC=C(C(=N1)C(=O)NS(=O)(=O)C)N[C@H](C)C=1C=C(C=C2C(N(C(=NC12)N1CCC(CC1)C1=NC=CC=N1)C)=O)C